FC1(C(CN(C1)C)NC(=O)C1=C(SC2=C1C=C(C=C2)OCC2=C(N=CS2)C)C)F N-(4,4-difluoro-1-methylpyrrolidin-3-yl)-2-methyl-5-[(4-methyl-1,3-thiazol-5-yl)methoxy]-1-benzothiophene-3-carboxamide